CN1N=CC=C1O 2-methylpyrazol-3-ol